4-piperidyl 4-[4-[(2,6-dioxo-3-piperidyl)amino]phenyl]piperidine-1-carboxylate O=C1NC(CCC1NC1=CC=C(C=C1)C1CCN(CC1)C(=O)OC1CCNCC1)=O